C(C)(C)(C)OC(=O)N1C(CCC1)C#CC(=O)C1=C(C=C(C=C1)Cl)F (3-(4-chloro-2-fluorophenyl)-3-oxoprop-1-yn-1-yl)pyrrolidine-1-carboxylic acid tert-butyl ester